3-(3-(2,2-difluoroethyl)-7-((1-(dimethylglycyl)piperidin-4-yl)amino)benzofuran-2-yl)prop-2-yn FC(CC1=C(OC2=C1C=CC=C2NC2CCN(CC2)C(CN(C)C)=O)C#CC)F